7-hydroxy-5-methyl-3-((1-(tetrahydro-2H-pyran-2-yl)-1H-pyrazol-3-yl)methyl)-3,5-dihydro-4H-pyridazino[4,5-b]indol-4-one OC=1C=CC=2C3=C(N(C2C1)C)C(N(N=C3)CC3=NN(C=C3)C3OCCCC3)=O